P(=O)([O-])([O-])[O-].[Rb+].[O+2].[Ti+4] titanium oxygen rubidium phosphate